BrC1=C2C=3C(=C4C(=NC3C=C1F)C1=CC3=C(C(N1C4)=O)COC(C3(O)CC)=O)CCC2 4-bromo-9-ethyl-5-fluoro-9-hydroxy-1,2,3,9,12,15-hexahydro-10H,13H-benzo[de]pyrano[3',4':6,7]indolizino[1,2-b]quinoline-10,13-dione